NC1=C2C(=NC=N1)N(N=C2C2=NOC(=C2C2=CC=C(C=N2)C2CCN(CC2)C(=O)OC(C)(C)C)C2CC2)C2CCCC2 tert-butyl 4-[6-[3-(4-amino-1-cyclopentyl-pyrazolo[3,4-d]pyrimidin-3-yl)-5-cyclopropyl-isoxazol-4-yl]-3-pyridyl]piperidine-1-carboxylate